benzyl N-[(1R,3S,5S)-3-(hydroxymethyl)-5-(methoxymethoxy)cyclohexyl]carbamate OC[C@H]1C[C@H](C[C@H](C1)OCOC)NC(OCC1=CC=CC=C1)=O